4-(3-phenyloxetan-3-yl)phenol C1(=CC=CC=C1)C1(COC1)C1=CC=C(C=C1)O